(3-pyridylmethyl)benzoquinone N1=CC(=CC=C1)CC=1C(C=CC(C1)=O)=O